FC(CN1N=CC=2C1=NC(=CN2)N2CC1(CN(C1)C(C1=CC=C(C=C1)OC(F)F)=O)CC2)F 6-[1-(2,2-difluoroethyl)-1H-pyrazolo[3,4-b]pyrazin-6-yl]-2-[4-(difluoromethoxy)benzoyl]-2,6-diazaspiro[3.4]octane